[C@H]12CN(C[C@H](CC1)N2)C2=NC(=NC1=C(C(=CC=C21)C2=CC(=CC1=CC=CC=C21)O)F)\C=C\CO 4-(4-((1R,5S)-3,8-diazabicyclo[3.2.1]octan-3-yl)-8-fluoro-2-((E)-3-hydroxyprop-1-en-1-yl)quinazolin-7-yl)naphthalen-2-ol